C(CCCCCCCCC=CC)/C=C(\C(=O)O)/F.C(=C)C1C(CC(C1)CO)CO 4-vinyl-1,3-cyclopentanedimethanol (E)-dodecane-10-en-1-yl-2-fluoroacrylate